4-(4-((1R,5S)-3-oxa-7,9-diazabicyclo[3.3.1]nonan-7-yl)-8-fluoro-2-(((2R,7aS)-2-fluorotetrahydro-1H-pyrrolizin-7a(5H)-yl)methoxy)quinazolin-7-yl)naphthalen-2-ol [C@H]12COC[C@H](CN(C1)C1=NC(=NC3=C(C(=CC=C13)C1=CC(=CC3=CC=CC=C13)O)F)OC[C@]13CCCN3C[C@@H](C1)F)N2